(±)-6-(dimethylamino)-1-methoxy-9-(naphthalen-1-yl)-10-phenylacridine Bromide salt [Br-].CN(C=1C=C2N(C=3C=CC=C(C3[C@@H](C2=CC1)C1=CC=CC2=CC=CC=C12)OC)C1=CC=CC=C1)C |r|